tert-butylammonium 2-acrylamido-2-methylpropanesulfonate C(C=C)(=O)NC(CS(=O)(=O)[O-])(C)C.C(C)(C)(C)[NH3+]